C(C)S(=O)(=O)C=1C=C(C=NC1C=1N(C(=CN1)C(C(C(F)(F)F)(F)F)(F)F)C)C1=NC=CC=N1 2-(5-(ethylsulfonyl)-6-(1-methyl-5-(perfluoropropyl)-1H-imidazol-2-yl)pyridin-3-yl)pyrimidine